FC(S(=O)(=O)OC1=CC(=C(C2=CC=CC(=C12)C#C[Si](C(C)C)(C(C)C)C(C)C)F)OCOC)(F)F 4-fluoro-3-(methoxymethoxy)-8-((triisopropylsilyl)ethynyl)naphthalene-1-yl trifluoromethanesulfonate